4-methylthiobenzenethiol CSC1=CC=C(C=C1)S